6-fluoro-7-(trifluoromethyl)indole-2,3-dione FC1=CC=C2C(C(NC2=C1C(F)(F)F)=O)=O